tert-butyl N-ethyl-N-{1-[7-(7-fluoro-6-methoxy-2-methylindazol-5-yl)-1,8-naphthyridin-3-yl]pyrrolidin-3-yl}carbamate C(C)N(C(OC(C)(C)C)=O)C1CN(CC1)C=1C=NC2=NC(=CC=C2C1)C1=CC2=CN(N=C2C(=C1OC)F)C